N(=[N+]=[N-])[C@@H](CN(C(OCC1C2=CC=CC=C2C=2C=CC=CC12)=O)CCCCCCOCC1=CC=CC=C1)[C@H]1OC(O[C@H]1C(CO[Si](C(C)C)(C(C)C)C(C)C)=O)(C)C (9H-fluoren-9-yl)methyl ((S)-2-azido-2-((4R,5R)-2,2-dimethyl-5-(2-((triisopropylsilyl)oxy)acetyl)-1,3-dioxolan-4-yl)ethyl)(6-(benzyloxy)hexyl)carbamate